N-hydroxy-3-methoxy-benzamidine ONC(C1=CC(=CC=C1)OC)=N